1-((2-(trimethylsilyl)ethoxy)methyl)-1H-pyrrolo[2,3-b]pyridine-2-carboxylic acid C[Si](CCOCN1C(=CC=2C1=NC=CC2)C(=O)O)(C)C